2-(1,4-dimethyl-4-piperidyl)-5-(4,4,5,5-tetramethyl-1,3,2-dioxaborolan-2-yl)-1,3-benzothiazole CN1CCC(CC1)(C)C=1SC2=C(N1)C=C(C=C2)B2OC(C(O2)(C)C)(C)C